C(C)OC1CC[C@@H]2N(C([C@H](C1)NC([C@H](C)NC)=O)=O)[C@@H](CC2)C(=O)NC2=C(N=NS2)C2=CC=CC=C2 (3S,6S,10aR)-8-ethoxy-6-((S)-2-(methylamino)propanamido)-5-oxo-N-(4-phenyl-1,2,3-thiadiazol-5-yl)decahydropyrrolo[1,2-a]azocine-3-carboxamid